C1C(CC2=CC=CC=C12)=O 1,3-Dihydro-2H-inden-2-one